ClC1=C(C=CC(=C1)Cl)NC=1N(C2=NC(=NC=C2N1)N[C@H]1C[C@@H](CC1)O)C1CCC(CC1)C(=O)N (1S,4s)-4-(8-(2,4-dichlorophenylamino)-2-((1R,3R)-3-hydroxycyclopentylamino)-9H-purin-9-yl)cyclohexanecarboxamide